3-acetyl-7-(4-ethylpiperazin-1-yl)-4-methyl-2H-chromen-2-one C(C)(=O)C=1C(OC2=CC(=CC=C2C1C)N1CCN(CC1)CC)=O